ClC1=C(C=CC2=C1C(=N[C@H](C=1N2N=C(N1)C(=O)OCC)C)C1=NC(=CC=C1F)OC)C(F)(F)F ethyl (4S)-7-chloro-6-(3-fluoro-6-methoxy-2-pyridyl)-4-methyl-8-(trifluoromethyl)-4H-[1,2,4]triazolo[1,5-a][1,4]benzodiazepine-2-carboxylate